(S)-8-(2-amino-6-((R)-1-(5-chloro-4'-fluoro-3'-methyl-[1,1'-biphenyl]-2-yl)-2,2,2-trifluoroethoxy)pyrimidin-4-yl)-2,8-diazaspiro[4.5]decane-3-carboxylic acid NC1=NC(=CC(=N1)N1CCC2(C[C@H](NC2)C(=O)O)CC1)O[C@@H](C(F)(F)F)C1=C(C=C(C=C1)Cl)C1=CC(=C(C=C1)F)C